BrC1=CC2=C(CCC=3C(NC(NC23)=S)=O)C=C1 9-bromo-2-thioxo-5,6-dihydro-1H-benzo[H]quinazolin-4-one